8-[(E)-2-(3,4-dimethoxyphenyl)ethenyl]-1,3-diethyl-7-methyl-3,7-dihydro-1H-purine-2,6-dione COC=1C=C(C=CC1OC)/C=C/C1=NC=2N(C(N(C(C2N1C)=O)CC)=O)CC